ClC=1C=C(C=NC1)C1=NC(=NS1)C=1C=CC(N(N1)CC=1C=NC=C(C1)F)=O 6-(5-(5-chloropyridin-3-yl)-1,2,4-thiadiazol-3-yl)-2-((5-fluoropyridin-3-yl)methyl)-pyridazin-3(2H)-one